CN1N=C2N=C(C(=CC2=C1)N1N=C(C(=C1C)C(C)C)I)C 1-{2,6-dimethyl-2H-pyrazolo[3,4-b]pyridin-5-yl}-3-iodo-5-methyl-4-(propan-2-yl)-1H-pyrazole